NC1=NC2=CC(=CC=C2C=C1Cl)CN(C(=O)C=1C=NC(=NC1)C)C1=C(C=C(C=C1)F)S(=O)(=O)C N-[(2-amino-3-chloroquinolin-7-yl)methyl]-N-(4-fluoro-2-methanesulfonylphenyl)-2-methylpyrimidine-5-carboxamide